[Cl-].[Cl-].CC1(C(=CC=C1)C)[Ti+2]C1(C(=CC=C1)C)C bis(1,2-dimethylcyclopentadienyl)titanium dichloride